[Na+].[Na+].C1(=CC=C(C=C1)C=CC1=C(C=CC=C1)S(=O)(=O)[O-])C1=CC=C(C=C1)C=CC1=C(C=CC=C1)S(=O)(=O)[O-] 2'-([1,1-Biphenyl]-4,4'-diyldi-2,1-ethenediyl)bis-benzenesulfonic acid disodium salt